N-[(1r,3s)-3-[[6-chloro-2-(trifluoromethyl)-4-quinolinyl]amino]cyclohexyl]-5-cyano-1-(2-trimethylsilylethoxymethyl)pyrazole-4-carboxamide ClC=1C=C2C(=CC(=NC2=CC1)C(F)(F)F)N[C@@H]1C[C@@H](CCC1)NC(=O)C=1C=NN(C1C#N)COCC[Si](C)(C)C